2-chloro-6-methylnicotinic acid ClC1=C(C(=O)O)C=CC(=N1)C